N-[[2-[(4-fluoro-1-piperidyl)methyl]-1H-indol-6-yl]methyl]-4-oxo-pyrido[1,2-a]pyrimidine-2-carboxamide FC1CCN(CC1)CC=1NC2=CC(=CC=C2C1)CNC(=O)C=1N=C2N(C(C1)=O)C=CC=C2